N[C@@H](CC1=CNC2=CC=CC=C12)C1=NN=C(O1)C(C)(C)NC(OC(C)(C)C)=O tert-butyl (S)-(2-(5-(1-amino-2-(1H-indol-3-yl)ethyl)-1,3,4-oxadiazol-2-yl)propan-2-yl)carbamate